(1R,2S)-2-phenylcyclopropan-1-amine hydrochloride Cl.C1(=CC=CC=C1)[C@H]1[C@@H](C1)N